tert-Butyl 2-{[(2SR,5RS)-6-benzyloxy-7-oxo-1,6-diazabicyclo[3.2.1]oct-2-yl]carbonyl}-1-methylhydrazinecarboxylate C(C1=CC=CC=C1)ON1[C@@H]2CC[C@H](N(C1=O)C2)C(=O)NN(C(=O)OC(C)(C)C)C |r|